4,6-di-tert-butyl-phenoxytitanium dichloride [Cl-].[Cl-].C(C)(C)(C)C1=CC=C(O[Ti+2])C(=C1)C(C)(C)C